(S)-2-amino-3-(3-(4-((5-(difluoromethoxy)-pyridin-2-yl)oxy)phenyl)-1,2,4-oxadiazol-5-yl)propan-1-ol N[C@H](CO)CC1=NC(=NO1)C1=CC=C(C=C1)OC1=NC=C(C=C1)OC(F)F